3-((3-(2-fluorophenyl)-5-methyl-5,6-dihydropyrrolo[3,4-c]pyrazol-2(4H)-yl)methyl)benzoic acid ethyl ester C(C)OC(C1=CC(=CC=C1)CN1N=C2C(=C1C1=C(C=CC=C1)F)CN(C2)C)=O